5-borono-2-[(6-chloro-3-morpholinosulfonyl-4-quinolyl)amino]benzoic acid B(O)(O)C=1C=CC(=C(C(=O)O)C1)NC1=C(C=NC2=CC=C(C=C12)Cl)S(=O)(=O)N1CCOCC1